BrC1=CC=C(CN2CCCC2)C=C1 1-(4-bromobenzyl)pyrrolidin